CC(C)(C)N(C(O)=O)[C@@H]1CN(CCC1)C(=O)C1=CC2=C(N(C(=N2)C=2N(C3=CC=CC=C3C2)C)C)C=C1.ClC=1C=C(C=CC2OCCC2)C=CC1 2-(3-chlorostyryl)tetrahydrofuran 1,1-dimethylethyl-((3S)-1-{[1-methyl-2-(1-methyl-1H-indol-2-yl)-1H-benzimidazol-5-yl]carbonyl}-3-piperidinyl)carbamate